3,9-dimethoxy-5,7-dihydrodibenzo[C,e]thiazepine COC=1C=CC2=C(NSCC3=C2C=CC(=C3)OC)C1